p-dimethylaminophenyldi-tert-butylphosphine CN(C1=CC=C(C=C1)P(C(C)(C)C)C(C)(C)C)C